ClC=1C(=C(C=CC1Cl)NC1=NC=NC2=CC=C(C=C12)N1C2C(CC1)CN(C2)C(C=C)=O)F 1-(1-(4-((3,4-Dichloro-2-fluorophenyl)amino)quinazolin-6-yl)hexahydropyrrolo[3,4-b]pyrrol-5(1H)-yl)prop-2-en-1-one